FC1(CCC(CC1)C(=O)NCC[C@H](CN1CC(CCC1)C1=NC(=CC=C1)C(F)(F)F)O)F 4,4-Difluoro-N-((3R)-3-hydroxy-4-(3-(6-(trifluoromethyl)pyridin-2-yl)piperidin-1-yl)butyl)cyclohexane-1-carboxamide